METHYLALUMOXANE C[Al](C)C